5-[4-(trifluoromethoxy)benzene-1-sulfonyl]-2-{5-[(trifluoromethoxy)methyl]-1,3,4-thiadiazol-2-yl}pyridin-3-amine FC(OC1=CC=C(C=C1)S(=O)(=O)C=1C=C(C(=NC1)C=1SC(=NN1)COC(F)(F)F)N)(F)F